butyl (3-azidopropyl)(4-fluorophenethyl)carbamate N(=[N+]=[N-])CCCN(C(OCCCC)=O)CCC1=CC=C(C=C1)F